C12C3C4C=CC(C3C(C3C=CCC31)C2)C4 pentacyclo[6.5.1.13,6.02,7.09,13]-4,10-pentadecadien